C1(=CC=CC2=CC=CC=C12)[C@@H](C)NC(=O)C=1OC2=C(C(C1)=O)C=CC=C2 (R)-N-(1-(naphthalen-1-yl)ethyl)-4-oxo-4H-benzopyran-2-carboxamide